(E)-1-(2,4-dihydroxy-6-methoxyphenyl)-3-(4-hydroxyphenyl)prop-2-en-1-on OC1=C(C(=CC(=C1)O)OC)C(\C=C\C1=CC=C(C=C1)O)=O